[2-(4-chlorophenyl)imidazo[1,2-a]pyrimidin-3-yl]methyl-N,N-diisopropyl-3,8-diazabicyclo[3.2.1]octane-8-carboxamide ClC1=CC=C(C=C1)C=1N=C2N(C=CC=N2)C1CC12CNCC(CC1)N2C(=O)N(C(C)C)C(C)C